C(C)(C)C1=C(N)C(=CC(=C1)C1=CC=CC=2C3=CC=CC=C3NC12)C(C)C 2,6-diisopropyl-4-carbazolylaniline